butyl-2-hydroxybenzamide C(CCC)C=1C(=C(C(=O)N)C=CC1)O